1-(5-(4-amino-2,7-dimethyl-7H-pyrrolo[2,3-d]pyrimidin-5-yl)-4-fluoroindolin-1-yl)-2-(3,5-dimethyl-1H-pyrazol-1-yl)ethanone NC=1C2=C(N=C(N1)C)N(C=C2C=2C(=C1CCN(C1=CC2)C(CN2N=C(C=C2C)C)=O)F)C